α-fluoroacrylic acid fluoride FC(C(=O)F)=C